C(C)O[Si](CCCN)(OCC)OCC 3-(triethoxysilyl)propane-1-amine